4-cyano-4'-n-pentyl-biphenyl C(#N)C1=CC=C(C=C1)C1=CC=C(C=C1)CCCCC